CO[C@@H](C)C1=NC=CC=C1B1OC(C(O1)(C)C)(C)C 2-[(1S)-1-methoxyethyl]-3-(4,4,5,5-tetramethyl-1,3,2-dioxaborolan-2-yl)pyridine